1-{5-chloro-2-[(2S)-2,4-dimethylpiperazin-1-yl]pyrimidin-4-yl}-N-(2-{imidazo[1,2-a]pyridin-3-yl}propan-2-yl)-N-methylazetidine-3-carboxamide ClC=1C(=NC(=NC1)N1[C@H](CN(CC1)C)C)N1CC(C1)C(=O)N(C)C(C)(C)C1=CN=C2N1C=CC=C2